ClC1=C2C=NN(C2=CC=C1)CC=1C=C(N(N1)C1=NC=CC=C1Cl)C(=O)OCC ethyl 5-[(4-chloroindazol-1-yl)methyl]-2-(3-chloro-2-pyridyl)pyrazole-3-carboxylate